disodium ethylenediamine tetraacetate salt C(C)(=O)ON(CCN(OC(C)=O)OC(C)=O)OC(C)=O.[Na].[Na]